BrC1=CC=C(C=C1)C=1SC2=C(C1OC1=CC=C(OCCN3CCN(CC3)CC=O)C=C1)C=CC(=C2)O 2-[4-[2-[4-[2-(4-bromophenyl)-6-hydroxy-benzothien-3-yl]oxyphenoxy]ethyl]piperazin-1-yl]acetaldehyde